2-Methyl-1-(4-phenyl-3,4-dihydroquinoxalin-1(2H)-yl)-3-((pyridin-2-ylmethyl)amino)propan-1-one CC(C(=O)N1CCN(C2=CC=CC=C12)C1=CC=CC=C1)CNCC1=NC=CC=C1